NC=1C(=C(C=CC1C)NC(C1=CC(=CC=C1)C(C)(C)C#N)=O)C N-(3-amino-2,4-dimethylphenyl)-3-(2-cyanopropan-2-yl)benzamide